FC(C(OS(=O)(=O)C)C=1C(=NC=CC1)C(=O)OC)(F)F methyl 3-(2,2,2-trifluoro-1-((methylsulfonyl)oxy)ethyl)picolinate